4-(3-Ethyl-7-fluoro-1H-indol-5-yl)piperidine-1-carboxylic acid tert-butyl ester C(C)(C)(C)OC(=O)N1CCC(CC1)C=1C=C2C(=CNC2=C(C1)F)CC